ClC=1C=CC(=C(C1)N(S(=O)(=O)CC)C)N N-(5-chloro-2-aminophenyl)-N-methylethanesulfonic acid Amide